FCCOCCOC1=CC=C(C(=O)NC2=CC=C(C=C2)N2CCN(CC2)C2=NC=CC=C2)C=C1 4-(2-(2-Fluoroethoxy)ethoxy)-N-(4-(4-(pyridin-2-yl)piperazin-1-yl)phenyl)benzamid